O.C(C1=CC=CC=C1)(=O)O[C@H](C(=O)O)[C@@H](C(=O)O)OC(C1=CC=CC=C1)=O (2S,3S)-2,3-bis(benzoyloxy)succinic acid monohydrate